[2-(2-bromophenyl)pyrrolidin-1-yl]-(3-methyl-2-thienyl)methanone BrC1=C(C=CC=C1)C1N(CCC1)C(=O)C=1SC=CC1C